1-(4-(trifluoromethyl)benzyl)-9H-pyrido[2,3-b]indole FC(C1=CC=C(CN2CC=CC3=C2NC2=CC=CC=C32)C=C1)(F)F